ClC=1C=C(C=CC1F)C(C=1NC(=C(N1)S(=O)(=O)C)C)OCC1C(C1)C1=CC=CC=C1 2-[(3-chloro-4-fluorophenyl)-[(2-phenylcyclopropyl)methoxy]methyl]-5-methyl-4-methylsulfonyl-1H-imidazole